BrC=1C(=C(SC1)NC(CC1=C2C=CC=NC2=CC=C1)=O)C(=O)OC methyl 4-bromo-2-(2-(quinolin-5-yl)acetamido)thiophene-3-carboxylate